5,5-dimethyl-4,5-dihydro-isoxazole-3-one CC1(CC(NO1)=O)C